tris[(trimethylsilyl)ethynyl]benzene C[Si](C)(C)C#CC=1C(=C(C=CC1)C#C[Si](C)(C)C)C#C[Si](C)(C)C